(Z)-5-((1H-indol-3-yl)methylene)-2-((3-methoxyphenyl)amino)thiazol-4(5H)-one N1C=C(C2=CC=CC=C12)\C=C/1\C(N=C(S1)NC1=CC(=CC=C1)OC)=O